NC=1N=NC(=CC1N1CCO[C@H](C1)C)C1=C(C=CC=C1)O (2S,6S)-4-(3-Amino-6-(2-hydroxyphenyl)pyridazin-4-yl)-6-methylmorpholin